OCCC(=O)[O-] β-Hydroxypropionat